C(C)(C)(C)C=1C=C(C=C(C1O)C(C)(C)C)C(C(=O)OCCSCCOC(C(C)C1=CC(=C(C(=C1)C(C)(C)C)O)C(C)(C)C)=O)C thiodiethylene glycol bis[(3,5-di-tertiary-butyl-4-hydroxyphenyl)propionate]